N[Si](N)(N)N tetraamino-silane